(NE)-N-[[(E)-(piperidin-1-yl)carbonyl]imino]piperidine-1-carboxamide N1(CCCCC1)C(=O)\N=N\C(=O)N1CCCCC1